COC(C(C)(C)N=NC(C(=O)OC)(C)C)=O.C(CCCC)[C@@H]1CC[C@H](CC1)C1(CC=C(C=C1)C1=CC=C(N)C=C1)N 4-(trans-4'-pentylcyclohexyl)benzidine dimethyl-2,2'-azobis(2-methylpropionate)